3,3-dimethyl-cyclopentanone CC1(CC(CC1)=O)C